FC(C=1C=CC(=NC1)C1(CC=C(C=C1)N)N)(F)F 1-[5-(trifluoromethyl)-2-pyridinyl]Benzene-1,4-diamine